C(C1=CC=CC=C1)OC(C[C@H]1NCCC1)=O O-benzyl-L-β-homoproline